C(C)(CC)C1C(NC2=C(CN1C(=O)NC=1C=NNC1)C=CC=C2)=O 3-(sec-butyl)-2-oxo-N-(1H-pyrazol-4-yl)-1,2,3,5-tetrahydro-4H-benzo[1,4]diazepine-4-carboxamide